CN(S(=O)(=O)N1N=C(C(=C1)B(O)O)C)C (1-(N,N-dimethylsulfamoyl)-3-methyl-1H-pyrazol-4-yl)boronic acid